N1=CC=C(C=C1)C1=CC=C(C=C1)N(C1=CC=C(C=C1)C1=CC=NC=C1)C1=CC=C(C=C1)C1=CC=NC=C1 tris(4-(pyridin-4-yl)phenyl)amine